1-[3-[3-[3-(4,5-dihydroisoxazol-3-yloxy)propyl]-8-azabicyclo[3.2.1]octan-8-yl]propyl]-3,4-dihydroquinolin-2-one O1N=C(CC1)OCCCC1CC2CCC(C1)N2CCCN2C(CCC1=CC=CC=C21)=O